C(C)(C)(C)OC(=O)N1CC2=C(C=CC(=C2C1=O)NC=1C=CC=2CN(CCCC2N1)C(=O)OC(C)(C)C)C=1C=NN2C1C=CC(=C2)C Tert-butyl 2-((2-(tert-butoxycarbonyl)-7-(6-methylpyrazolo[1,5-a]pyridin-3-yl)-3-oxoisoindolin-4-yl) amino)-5,7,8,9-tetrahydro-6H-pyrido[3,2-c]azepine-6-carboxylate